6-chloro-4-[3-(2-fluoro-5-methyl-phenoxy)-7,8-dihydro-5H-1,6-naphthyridin-6-yl]quinazoline ClC=1C=C2C(=NC=NC2=CC1)N1CC=2C=C(C=NC2CC1)OC1=C(C=CC(=C1)C)F